C(C)(=O)C1=NC=CC=2C3=CC=CC=C3NC12 acetyl-beta-carboline